tri(4-(tert-butyl)phenyl)amine C(C)(C)(C)C1=CC=C(C=C1)N(C1=CC=C(C=C1)C(C)(C)C)C1=CC=C(C=C1)C(C)(C)C